N-{(1S)-2-[3,5-Difluoro-4-(tetrahydro-pyran-4-yl)anilino]-1-(trans-4-methyl-cyclohexyl)-2-oxo-ethyl}-3-ethyl-isoxazole-4-carboxamide FC=1C=C(NC([C@H]([C@@H]2CC[C@H](CC2)C)NC(=O)C=2C(=NOC2)CC)=O)C=C(C1C1CCOCC1)F